C(C)(=O)OC1=C(C=C(C=C1Cl)Cl)SC1=C(C(=CC(=C1)Cl)Cl)OC(C)=O thiobis(4,6-dichloro-2,1-phenylene) diacetate